N,N'-dicarbonylethoxyguanidine C(=O)=NC(=NOCC)N=C=O